pyridinium tert-butyl {2-[({[(2S,5R)-7-oxo-6-(sulfooxy)-1,6-diazabicyclo[3.2.1]oct-2-yl]carbonyl}amino)oxy]ethyl}carbamate O=C1N([C@@H]2CC[C@H](N1C2)C(=O)NOCCNC(OC(C)(C)C)=O)OS(=O)(=O)O.[NH+]2=CC=CC=C2